(R)- and (S)-2-[1-fluoro-1-(1-methylpiperidin-4-yl)ethyl]-N-[2-fluoro-4-(pyrazol-1-yl)phenyl]-1,6-naphthyridin-7-amine F[C@](C)(C1CCN(CC1)C)C1=NC2=CC(=NC=C2C=C1)NC1=C(C=C(C=C1)N1N=CC=C1)F |r|